(5-(((((1-ethylpiperidin-3-yl)methoxy)carbonyl)oxy)methyl)-1,3-phenylene)bis(methylene) bis(4,4-bis(oct-3-yn-1-yloxy)butanoate) C(CC#CCCCC)OC(CCC(=O)OCC1=CC(=CC(=C1)COC(=O)OCC1CN(CCC1)CC)COC(CCC(OCCC#CCCCC)OCCC#CCCCC)=O)OCCC#CCCCC